FC1=C(C(=O)[O-])C=C(C(=C1)[N+](=O)[O-])N1C(=NC=C1)C 2-fluoro-5-(2-methyl-1H-imidazol-1-yl)-4-nitrobenzoate